FC1=C(C=CC(=C1)C1=C2C(=NC=C1)NC(=N2)C=2C=NN(C2)C)CNC=2OC(=NN2)C2=CC=CC=C2 N-[[2-Fluoro-4-[2-(1-methylpyrazol-4-yl)-3H-imidazo[4,5-b]pyridin-7-yl]phenyl]methyl]-5-phenyl-1,3,4-oxadiazol-2-amine